2-(3-methoxy-5-nitrophenyl)ethylamine COC=1C=C(C=C(C1)[N+](=O)[O-])CCN